2-(4-fluoro-1-methyl-6,7-dihydro-5H-cyclopenta[c]pyridin-6-yl)acetaldehyde FC=1C2=C(C(=NC1)C)CC(C2)CC=O